(S)-2-(1-((5-(5-(difluoromethyl)-1,3,4-oxadiazol-2-yl)pyridin-2-yl)methyl)-1H-1,2,3-triazol-4-yl)pyrrolidin-1-carboxylate FC(C1=NN=C(O1)C=1C=CC(=NC1)CN1N=NC(=C1)[C@H]1N(CCC1)C(=O)[O-])F